FC1=C(C(=C2C=CNC2=C1)C=C)C(=O)C1=CC(=CC=C1)C1=CC=NN1C1OCCCC1 (6-Fluoro-4-vinyl-1H-indol-5-yl)(3-(1-(tetrahydro-2H-pyran-2-yl)-1H-pyrazol-5-yl)phenyl)methanone